C(C)NC(=O)NC1=CC(=NO1)CO 1-ethyl-3-(3-(hydroxymethyl)isoxazol-5-yl)urea